CCC=CC Methylbut-2-en